C(C)(C)(C)C=1C(=C(C=CC1)C)O tert.Butyl-hydroxytoluol